ClC=1C=NC(=NC1)N1CCC(CC1)CCCOC1=CC(=C(C=C1)CC(=O)OC)F methyl 2-(4-(3-(1-(5-chloropyrimidin-2-yl)piperidin-4-yl)propoxy)-2-fluorophenyl)acetate